ClC1=C(C(=CC(=C1)Cl)C)N1CCCN(S1(=O)=O)CC(=O)NC1C2CC3(CC(CC1C3)C2)C(=O)N 4-(2-(6-(2,4-dichloro-6-methylphenyl)-1,1-dioxido-1,2,6-thiadiazinan-2-yl)acetamido)adamantan-1-carboxamide